tert-butyl N-[3-methyl-5-[[2-[(2S,5R)-5-methyl-2-[4-(1H-pyrazol-4-yl)phenyl]-1-piperidyl]-2-oxo-acetyl]amino]-2-pyridyl]carbamate CC=1C(=NC=C(C1)NC(C(=O)N1[C@@H](CC[C@H](C1)C)C1=CC=C(C=C1)C=1C=NNC1)=O)NC(OC(C)(C)C)=O